N-((5-methylpyrazolo[1,5-c]quinazolin-2-yl)methyl)-2-(trifluoromethoxy)benzamide CC1=NC=2C=CC=CC2C=2N1N=C(C2)CNC(C2=C(C=CC=C2)OC(F)(F)F)=O